[Si](C1=CC=CC=C1)(C1=CC=CC=C1)(C(C)(C)C)OC[C@@]12CCCN2C[C@@H](C1)OCC(=O)OC methyl 2-(((2R,7aR)-7a-(((tert-butyldiphenylsilyl)oxy)methyl)hexahydro-1H-pyrrolizin-2-yl)oxy)acetate